2-methyl-9-phosphafluorene lithium salt [Li].CC1=CC=2PC3=CC=CC=C3C2C=C1